ClC1=NC=CC2=C1CNC2=O 4-chloro-1H,2H,3H-pyrrolo[3,4-c]Pyridin-1-one